(R)-N-(3-(4-fluorophenyl)pyrrolidin-3-yl)-4-isopropoxybenzenesulfonamide FC1=CC=C(C=C1)[C@]1(CNCC1)NS(=O)(=O)C1=CC=C(C=C1)OC(C)C